COC(=O)C1=CC=NC2=CC=C(C=C12)N1CC(C(CC1)(F)F)(C)C 6-(4,4-difluoro-3,3-dimethylpiperidin-1-yl)quinoline-4-carboxylic acid methyl ester